NC(CC)C1=NC=C(C=N1)C1=CC2=C(N=C3N2[C@H]2C4=C(C(N([C@@H]3C2)C([2H])([2H])[2H])=O)C=CC=C4C#CC)C=C1 (7R,14R)-11-(2-(1-aminopropyl)pyrimidin-5-yl)-6-(methyl-d3)-1-(prop-1-yn-1-yl)-6,7-dihydro-7,14-methanobenzo[f]benzo[4,5]imidazo[1,2-a][1,4]diazocin-5(14H)-one